C(C)(C)(C)OC(=O)N1C[C@H](O[C@@H](C1)C=O)C1=CC(=NC(=C1)C1=NC=NC(=C1)C(NC)=O)Cl.C(C1CO1)C1=C(C(=C(C(=C1OC1=C(C=C(C=C1)N)C(F)(F)F)CC1CO1)OC1=C(C=C(C=C1)N)C(F)(F)F)CC1CO1)CC1CO1 tetraglycidyl-1,3-bis(2-trifluoromethyl-4-aminophenoxy)benzene trans-tert-butyl-2-(2-chloro-6-(6-(methylcarbamoyl)pyrimidin-4-yl)pyridin-4-yl)-6-formylmorpholine-4-carboxylate